(S)-2-((3-chloro-5-methylbenzyl)amino)-1-(2,5-dimethoxyphenyl)ethan-1-ol ClC=1C=C(CNC[C@@H](O)C2=C(C=CC(=C2)OC)OC)C=C(C1)C